(1r,4r)-N-((1-benzylpyrrolidin-3-yl)methyl)-4-(3-(4-methoxyphenyl)-1,2,4-oxadiazol-5-yl)cyclohexane-1-carboxamide C(C1=CC=CC=C1)N1CC(CC1)CNC(=O)C1CCC(CC1)C1=NC(=NO1)C1=CC=C(C=C1)OC